4-((R)-2-azidobutan-2-yl)-6-chloro-1-(((S)-4-(ethylsulfonyl)butan-2-yl)oxy)-2,7-naphthyridine N(=[N+]=[N-])[C@](C)(CC)C1=CN=C(C2=CN=C(C=C12)Cl)O[C@@H](C)CCS(=O)(=O)CC